(3R)-2'-{6-amino-5-[(1S)-1-(4-cyanophenyl)ethoxy]pyridin-3-yl}-N-ethyl-5',6'-dihydrospiro[pyrrolidine-3,4'-pyrrolo[1,2-b]pyrazole]-1-carboxamide NC1=C(C=C(C=N1)C=1C=C2N(N1)CC[C@]21CN(CC1)C(=O)NCC)O[C@@H](C)C1=CC=C(C=C1)C#N